C(CCCCCCC)C1=C(C(=CC(=C1SC)CCCCCCCC)CC)O 2,4-dioctylmethylthio-6-ethylphenol